(3aR,6S,6aR)-4-methoxy-2,2-dimethyl-3a,4,6,6a-tetrahydrofuro[3,4-d][1,3]dioxole-6-carbaldehyde COC1O[C@@H]([C@H]2OC(O[C@H]21)(C)C)C=O